N1CC(CCC1)C1=CC=C(C=C1)N1N=C2C(=CC=CC2=C1[2H])C(=O)N 2-(4-(piperidin-3-yl)phenyl)-2H-indazole-3-d-7-carboxamide